sodium (4-vinyl phenyl) methanesulfonate CS(=O)(=O)OC1=CC=C(C=C1)C=C.[Na]